ClC=1C=CC(=C(C1)C(CC(=O)O)C1=CC2=CC(=CC=C2C=C1)OCC(=O)NC1C=CCCC1)C 3-(5-Chloro-2-methylphenyl)-3-(7-(2-(cyclohex-2-en-1-ylamino)-2-oxoethoxy)naphthalen-2-yl)propanoic acid